C1(CC1)OC1=CC=C(C=C1)CCCNC=1C2=C(N=C(N1)C(F)(F)F)SC(=C2)C N-(3-(4-cyclopropoxyphenyl)propyl)-6-methyl-2-(trifluoromethyl)thieno[2,3-d]pyrimidin-4-amine